ClC1=C(C=C(C=C1)C1=CN(C2=NC(=CC=C21)C(=O)N2C(CN(CC2)C2=NC(=C(C(=O)OC)C(=C2)C)C)(C)C)C2CCOCC2)F methyl 6-(4-(3-(4-chloro-3-fluorophenyl)-1-(tetrahydro-2H-pyran-4-yl)-1H-pyrrolo[2,3-b]pyridine-6-carbonyl)-3,3-dimethylpiperazin-1-yl)-2,4-dimethylnicotinate